FC1(CC(C1)CC=O)F 2-(3,3-Difluorocyclobutyl)acetaldehyde